1-((4-chlorophenyl)sulfonyl)-2-(methylthio)-3-phenyl-1H-indole ClC1=CC=C(C=C1)S(=O)(=O)N1C(=C(C2=CC=CC=C12)C1=CC=CC=C1)SC